FC1(CCN(CC1)C1=NC(=C(C=2N1C=NN2)F)NC(C2=C(C=C(C=C2)NS(=O)(=O)CCO)N2CCC1(CC1)CC2)=O)F N-(5-(4,4-difluoropiperidin-1-yl)-8-fluoro-[1,2,4]triazolo[4,3-c]pyrimidin-7-yl)-4-(2-hydroxyethylsulfonamido)-2-(6-azaspiro[2.5]octan-6-yl)benzamide